BrC1=C(C=O)C(=CC(=C1Cl)C)F 2-bromo-3-chloro-6-fluoro-4-methylbenzaldehyde